N(=NC(=O)OCCOC)C(=O)OCCOC bis(methoxyethyl) azodicarboxylate